Hexahydro-pyrido[2,1-c][1,4]oxazin-8-one C1OCCN2C1CC(CC2)=O